rhodium (II) 2-ethylhexanoate C(C)C(C(=O)[O-])CCCC.[Rh+2].C(C)C(C(=O)[O-])CCCC